3-amino-5,5,7-trimethyl-pyrrolo[2,3-c]pyridazin-6-one NC1=CC2=C(N=N1)N(C(C2(C)C)=O)C